4-((2R,6S)-4-(3-Amino-6-(2-hydroxyphenyl)pyridazin-4-yl)-6-ethylmorpholin-2-yl)benzoic acid NC=1N=NC(=CC1N1C[C@H](O[C@H](C1)CC)C1=CC=C(C(=O)O)C=C1)C1=C(C=CC=C1)O